C(CCC)N(C(CCCCCCCCC(CCCCCCCCC(=O)N(CCCCCCCCCC)CCCCCCCCCC)=O)=O)C(CCCCCCCC)CCCCCCCC N1-butyl-N19,N19-didecyl-N1-(heptadecan-9-yl)-10-oxononadecanediamide